6-chloro-N-ethoxy-4-((2-methoxy-3-(pyrimidin-2-yl)phenyl)amino)pyridazine-3-carboxamide ClC1=CC(=C(N=N1)C(=O)NOCC)NC1=C(C(=CC=C1)C1=NC=CC=N1)OC